isopropyl (((3-oxo-1-azabicyclo[2.2.1]heptan-2-yl)methoxy)(phenoxy)phosphoryl)-L-alaninate O=C1C(N2CCC1C2)COP(=O)(OC2=CC=CC=C2)N[C@@H](C)C(=O)OC(C)C